(S)-N-(1-(6-(5-chloro-2-(trifluoromethyl)pyridin-3-yl)-5-fluoro-1-neopentyl-1H-indol-3-yl)-2,2-difluoroethyl)cyclopropanesulfonamide ClC=1C=C(C(=NC1)C(F)(F)F)C1=C(C=C2C(=CN(C2=C1)CC(C)(C)C)[C@@H](C(F)F)NS(=O)(=O)C1CC1)F